NCCC(CCC)S 1-Aminohexane-3-thiol